OC[C@H](C1=CC=CC=C1)NC1=CC(=NC=C1C=1OC(=NN1)C1=NC=CC=C1)NC=1C=C2C(NC(C2=CC1)=O)C 5-((4-(((S)-2-hydroxy-1-phenylethyl)amino)-5-(5-(pyridin-2-yl)-1,3,4-oxadiazol-2-yl)pyridin-2-yl)amino)-3-methylisoindolin-1-one